2-Mercapto-6-oxo-4-thiophen-2-yl-1,6-dihydro-pyridine-3-carbonitrile SC=1NC(C=C(C1C#N)C=1SC=CC1)=O